lithium tri(t-butyl)borohydride C(C)(C)(C)[BH-](C(C)(C)C)C(C)(C)C.[Li+]